ClC=1SC(=C(N1)C(=O)N[C@H](C(=O)NC=1C(N(C=CC1)CC(=O)NC1C2CC3CC(CC1C3)C2)=O)CCC(C(=O)NC)=O)C (S)-2-(2-Chloro-5-methylthiazol-4-carboxamido)-N1-(1-(2-(2-adamantylamino)-2-oxoethyl)-2-oxo-1,2-dihydropyridin-3-yl)-N6-methyl-5-oxohexandiamid